C1N(CC2=CC=CC=C12)C1=NC=2N(C(=C1)C=1C=NNC1)N=C(C2C(C)C)C(=O)NC2=CC(=CC=C2)OC(F)(F)F 5-(isoindolin-2-yl)-3-isopropyl-7-(1H-pyrazol-4-yl)-N-(3-(trifluoromethoxy)phenyl)pyrazolo[1,5-a]pyrimidine-2-carboxamide